5-(3,5-dichlorophenyl)-N-(2-fluoro-3-vinyl-phenyl)-5-(trifluoromethyl)-4H-isoxazol-3-amine ClC=1C=C(C=C(C1)Cl)C1(CC(=NO1)NC1=C(C(=CC=C1)C=C)F)C(F)(F)F